(E)-2-(2-methyl-1-(4-(trifluoromethyl)phenyl)propyl-1-d)quinoline CC(C([2H])(C1=CC=C(C=C1)C(F)(F)F)C1=NC2=CC=CC=C2C=C1)C